S1(C=CC=C1)OCCC 3-thiol-1-oxypropane